sec-pentylamine 2-(alpha-n-pentanonyl)benzoate C(CCCC)(=O)C1=C(C(=O)O)C=CC=C1.C(C)(CCC)N